C1(=CC=CC=C1)C12C(OCCN1)CCCC2 4a-phenyloctahydro-2H-benzo[b][1,4]oxazine